FC1=C(C=C(C=C1)NC(C=C)=O)NC1=NC(=NC=C1C1=CC(=C(C(=C1)F)F)F)NC=1C=NN(C1)C N-(4-fluoro-3-((2-((1-methyl-1H-pyrazol-4-yl)amino)-5-(3,4,5-trifluorophenyl)pyrimidin-4-yl)amino)phenyl)acrylamide